NC([C@H](C[C@H]1C(NCC1)=O)NC(=O)C1N(CC2(C1)CCCCC2)C(=O)C=2NC1=CC=C(C(=C1C2)Cl)OC)=O N-((S)-1-amino-1-oxo-3-((S)-2-oxopyrrolidin-3-yl)propan-2-yl)-2-(4-chloro-5-methoxy-1H-indole-2-carbonyl)-2-azaspiro[4.5]decane-3-carboxamide